C1(CCC1)NC1=C(C=C(C(=O)OC)C=C1)OC methyl 4-(cyclobutylamino)-3-methoxybenzoate